5-methoxy-2-((2-methoxy-3,6-dimethylbenzyl)thio)-1H-benzo[d]imidazole COC1=CC2=C(NC(=N2)SCC2=C(C(=CC=C2C)C)OC)C=C1